NC1=CC=C(C(=C1C(=O)N(C)C)F)C=1C(=C2C(=NC1)NC[C@@]21C[C@@H](CC1)N1N=C(C(=C1)C)N)Cl 6-Amino-3-((1S,3R)-3-(3-amino-4-methyl-1H-pyrazol-1-yl)-4'-chloro-1',2'-dihydrospiro[cyclopentane-1,3'-pyrrolo[2,3-b]pyridin]-5'-yl)-2-fluoro-N,N-dimethylbenzamide